COC1=C(CN(C(=O)C=2C=NC3=C(C=CC=C3C2)C2=CC=C(C=C2)C(F)(F)F)[C@H](C)C2CN(C2)C(=O)OCC2=CC=CC=C2)C=CC(=C1)OC (R)-benzyl 3-(1-(N-(2,4-dimethoxybenzyl)-8-(4-(trifluoromethyl)phenyl)quinoline-3-carboxamido)ethyl)azetidine-1-carboxylate